2-[3-(triethoxysilyl)propyl]-5,5'-bi(1,2,3,4-tetrazole) C(C)O[Si](CCCN1NC(N=N1)=C1N=NN=N1)(OCC)OCC